C[Si](C#CC1=NC=CC=N1)(C)C 2-(trimethylsilyl)ethynyl-pyrimidine